BrC1=C(C(=O)OC\C=C(\CCC=C(C)C)/C)C=CC(=C1)F (E)-3,7-dimethylocta-2,6-dien-1-yl 2-bromo-4-fluorobenzoate